8-(3,6-dihydro-2H-pyran-4-yl)-N-(2-methoxy-6-methyl-5,6,7,8-tetrahydro-1,6-naphthyridin-3-yl)quinazolin-2-amine O1CCC(=CC1)C=1C=CC=C2C=NC(=NC12)NC=1C(=NC=2CCN(CC2C1)C)OC